N-[2-[[3-(Hydroxymethyl)oxetan-3-yl]methyl]-6-morpholino-1-oxo-isoindolin-5-yl]pyrazolo[1,5-a]pyrimidine-3-carboxamide OCC1(COC1)CN1C(C2=CC(=C(C=C2C1)NC(=O)C=1C=NN2C1N=CC=C2)N2CCOCC2)=O